C(C)OC1=C(C=C(C=C1SC)CCN)OC 2-(4-ethoxy-3-methoxy-5-methylsulfanyl-phenyl)ethylamine